C(C)(C)(C)OC(C1=CC(=NC(=C1)C(NC)=O)CC1=C2C(=CN=C1)NC=C2)=O 2-((1H-pyrrolo[2,3-c]pyridin-4-yl)methyl)-6-(methylcarbamoyl)isonicotinic acid tert-butyl ester